(2S)-N1-(1-(2-(bicyclo[2.2.2]octan-2-ylamino)-2-oxoethyl)-2-oxo-1,2-dihydropyridin-3-yl)-N6-ethyl-5-oxo-2-(2H-1,2,3-triazole-4-carboxamido)hexanediamide C12C(CC(CC1)CC2)NC(CN2C(C(=CC=C2)NC([C@H](CCC(C(=O)NCC)=O)NC(=O)C2=NNN=C2)=O)=O)=O